CON=C(C)C1=CN(C2=CC=CC=C12)C 1-(1-methyl-1H-indol-3-yl)ethan-1-one-O-methyloxime